CN1C(C=CC=C1)C 1,2-dimethylpyridine